6-Fluoro-3-(((R)-7-((2S,4R)-4-(methylamino)-2-phenylpiperidine-1-carbonyl)-7-azaspiro[4.5]decan-10-yl)methyl)quinazolin-4(3H)-one FC=1C=C2C(N(C=NC2=CC1)C[C@@H]1CCN(CC12CCCC2)C(=O)N2[C@@H](C[C@@H](CC2)NC)C2=CC=CC=C2)=O